1,1-dioxothian-4-amine O=S1(CCC(CC1)N)=O